C1(CC1)C1=NN=C(S1)/C=C/C(=O)N1O[C@@H](C(N2[C@@H]1CN(C([C@@H]2CC(C)C)=O)CCC(=O)N)=O)CC(C)C 3-((3R,6S,9aS)-1-((E)-3-(5-cyclopropyl-1,3,4-thiadiazol-2-yl)acryloyl)-3,6-diisobutyl-4,7-dioxohexahydropyrazino[2,1-c][1,2,4]oxadiazin-8(1H)-yl)propanamide